BrC1=C2C(=NC=C1)N(C(N2COCC[Si](C)(C)C)=O)COCC[Si](C)(C)C 7-bromo-1,3-bis((2-(trimethylsilyl)ethoxy)methyl)-1,3-dihydro-2H-imidazo[4,5-b]pyridin-2-one